(E)-6-(but-2-en-1-yl)-4-(4-(2-hydroxy-prop-2-yl)-2,5-dimethoxyphenyl)-2-methyl-1H-pyrrolo[2,3-c]pyridin-7(6H)-one C(\C=C\C)N1C(C2=C(C(=C1)C1=C(C=C(C(=C1)OC)C(C)(C)O)OC)C=C(N2)C)=O